tert-Butyl 2-methyl 4-hydroxypyrrolidine-1,2-dicarboxylate OC1CC(N(C1)C(=O)OC(C)(C)C)C(=O)OC